N-[(4,6-dimethylpyridin-3-yl)methyl]-2-[(3R)-3-methyl-[1,4'-bipiperidin]-1'-yl]-1,3-thiazole-5-carboxamide CC1=C(C=NC(=C1)C)CNC(=O)C1=CN=C(S1)N1CCC(CC1)N1C[C@@H](CCC1)C